C(C)(C)(C)OC(=O)N1CCC2=CC=C(C=C12)N1C(NC(C=C1)=O)=O 6-(2,4-Dioxo-3,4-dihydropyrimidin-1(2H)-yl)indoline-1-carboxylic acid tert-butyl ester